FC1=C(C=CC=C1)C=1C(=CC2=CC=CC=C2C1)C1=C(C=CC=C1)S 3-(2-fluorophenyl)-2-naphthylthiophenol